methyl 2-[1-[3,6-dimethyl-4-oxo-2-(4-pyridyl)quinazolin-8-yl]ethylamino]benzoate CN1C(=NC2=C(C=C(C=C2C1=O)C)C(C)NC1=C(C(=O)OC)C=CC=C1)C1=CC=NC=C1